1-Benzyl-6-(butylamino)-3-(4-chlorophenyl)-5-methyl-3,5-dihydroimidazo[4,5-c][1,2]thiazine-4(1H)-On 2,2-dioxide C(C1=CC=CC=C1)N1S(C(C(C2=C1N=C(N2C)NCCCC)=O)C2=CC=C(C=C2)Cl)(=O)=O